6-(3,8-diazabicyclo[3.2.1]oct-3-yl)-3-methyl-1,3-benzoxazol-2-one hydrochloride Cl.C12CN(CC(CC1)N2)C2=CC1=C(N(C(O1)=O)C)C=C2